C1CCNNCC1 (2r,4S,5S)-4,5-diazepan